C(C(=C([2H])[2H])[2H])(=O)Cl acryloyl-d3-Chlorine